4-n-propylcyclohexanol C(CC)C1CCC(CC1)O